carboxy-7-((3'-(trifluoromethyl)-[1,1'-biphenyl]-2-yl)oxy)-1,2,3,4-tetrahydronaphthalene-2-aminium chloride [Cl-].C(=O)(O)C1C(CCC2=CC=C(C=C12)OC1=C(C=CC=C1)C1=CC(=CC=C1)C(F)(F)F)[NH3+]